C1(CC1)C1=C(C(=NO1)C1=C(C=CC=C1Cl)Cl)COC1C[C@H]2CC[C@@H](C1)N2C2=NN=C(O2)C2=CC=C(S2)C(=O)O 5-((1R,3r,5S)-(3-((5-cyclopropyl-3-(2,6-dichlorophenyl)isoxazol-4-yl)methoxy)-8-azabicyclo[3.2.1]octan-8-yl)-1,3,4-oxadiazol-2-yl)thiophene-2-carboxylic acid